(3S,5R,8R,9S,10S,13S,14S,17S)-3-ethyl-10,13-dimethyl-l-7-((1R,4S)-5,5,5-trifluoro-4-hydroxy-1-methoxy-4-methylpentyl)hexadecahydro-1H-cyclopenta[a]phenanthren-3-ol C(C)[C@@]1(CC[C@@]2([C@H]3CC[C@@]4(CCC[C@H]4[C@H]3C(C[C@@H]2C1)[C@@H](CC[C@](C(F)(F)F)(C)O)OC)C)C)O